CC1C(CCCC1)[B-](F)(F)F.[K+] potassium 2-methylcyclohexyl-trifluoroborate salt